2-(2-(3-(tert-Butyl)phenyl)-6-azaspiro[3.4]octane-6-carbonyl)-7-oxa-5-azaspiro[3.4]octan-6-one C(C)(C)(C)C=1C=C(C=CC1)C1CC2(C1)CN(CC2)C(=O)C2CC1(C2)NC(OC1)=O